FC(C(=O)O)(F)F.CN(C(=O)C1=CC=C(C=C1)[C@@H]1CC[C@H](CC1)OC=1N=NNC1C(=O)O)C 4-(((trans)-4-(4-(dimethylcarbamoyl)phenyl)cyclohexyl)oxy)-1H-1,2,3-triazole-5-carboxylic acid 2,2,2-trifluoroacetate